BrC=1C=2N(C=C(C1)CF)C=C(N2)C=O 8-bromo-6-(fluoromethyl)imidazo[1,2-a]pyridine-2-carbaldehyde